C(C)(C)(C)OC(=O)N1CCC(=CC1)C=1C=CC=C2C=NC(=NC12)NC=1C(=NC=2CCN(CC2C1)C)OC 4-(2-((2-methoxy-6-methyl-5,6,7,8-tetrahydro-1,6-naphthyridin-3-yl)amino)quinazolin-8-yl)-3,6-dihydropyridine-1(2H)-carboxylic acid tert-butyl ester